C(C)OC([C@H](CC1=NC2=C(N1C)C=CC(=C2)N)NC(=O)OC(C)(C)C)=O (2S)-3-(5-amino-1-methyl-benzoimidazol-2-yl)-2-(tert-butoxycarbonylamino)propionic acid ethyl ester